[18F]C1=CC=CC=N1 6-[18F]fluoropyridine